BrC=1C(=C(C=CC1)C=1OC=2C(=NC=C(C2)C=O)N1)C (3-bromo-2-methylphenyl)oxazolo[4,5-b]pyridine-6-carbaldehyde